N-(5-chloro-6-(4-hydroxyphenoxy)pyrimidin-4-yl)-4-fluorobenzamide ClC=1C(=NC=NC1OC1=CC=C(C=C1)O)NC(C1=CC=C(C=C1)F)=O